(methyl-butylmethylene)-diethylenetriamine CC(CCCC)=NCCNCCN